3-(cyclopenten-1-yl)-1,8-dimethyl-5-[[(1R)-1-[3-(trifluoromethyl)phenyl]ethyl]amino]pyrido[2,3-d]pyridazin-2-one C1(=CCCC1)C1=CC=2C(=C(N=NC2N[C@H](C)C2=CC(=CC=C2)C(F)(F)F)C)N(C1=O)C